2-butyl-3-hydroxyoctanal C(CCC)C(C=O)C(CCCCC)O